chloro-3,3-dimethyl-butan-2-one ClCC(C(C)(C)C)=O